O-ethyl O-(4-nitrophenyl) phenyl thiophosphate P(=S)(OCC)(OC1=CC=C(C=C1)[N+](=O)[O-])OC1=CC=CC=C1